N,N-Dimethyl-N-Lauryl-Ammonium citrat C(CC(O)(C(=O)[O-])CC(=O)[O-])(=O)[O-].C[NH+](CCCCCCCCCCCC)C.C[NH+](C)CCCCCCCCCCCC.C[NH+](C)CCCCCCCCCCCC